rac-(1S*,2S*)-2-(5-chloro-2-(2-methoxyethoxy)phenyl)-N-(6-(((6-cyclopropylimidazo[1,2-a]pyridin-2-yl)methyl)amino)pyrimidin-4-yl)cyclopropane-1-carboxamide, formic acid salt C(=O)O.ClC=1C=CC(=C(C1)[C@@H]1[C@H](C1)C(=O)NC1=NC=NC(=C1)NCC=1N=C2N(C=C(C=C2)C2CC2)C1)OCCOC |r|